ClC1=CC=C(C=C1)N1N=C(N=C1C1=C(C=C(C=C1)F)F)O 1-(4-chlorophenyl)-5-(2,4-difluorophenyl)-1H-1,2,4-triazol-3-ol